7-(4-tert.-Butylphenyl)-8-[4-[(3S)-1-(3-fluoropropyl)pyrrolidin-3-yl]oxyphenyl]-5,6-dihydronaphthalin-2-ol C(C)(C)(C)C1=CC=C(C=C1)C=1CCC=2C=CC(=CC2C1C1=CC=C(C=C1)O[C@@H]1CN(CC1)CCCF)O